C(C)OC(=O)[C@]1([C@@H]([C@H](C[C@H](C1)O[Si](C1=CC=CC=C1)(C1=CC=CC=C1)C(C)(C)C)O[Si](C1=CC=CC=C1)(C1=CC=CC=C1)C(C)(C)C)O)O.ICCCCCCl 1-Iodo-5-chloropentan ethyl-(1s,2r,3s,5r)-3,5-di(tert-butyldiphenylsiloxy)-1,2-dihydroxycyclohexane-1-carboxylate